piperidinium 2,2,2-trifluoroacetate FC(C(=O)[O-])(F)F.[NH2+]1CCCCC1